1-tert-butyl-4-nitro-indazole C(C)(C)(C)N1N=CC2=C(C=CC=C12)[N+](=O)[O-]